3-(3-(3,3-Difluoro-1-(4-methyl-4H-1,2,4-triazol-3-yl)cyclobutyl)phenyl)-6-(((2-ethylbutyl)amino)methyl)-8-(trifluoromethyl)quinazolin-4(3H)-one FC1(CC(C1)(C1=NN=CN1C)C=1C=C(C=CC1)N1C=NC2=C(C=C(C=C2C1=O)CNCC(CC)CC)C(F)(F)F)F